C12(C(=O)CC(CC1)C2(C)C)CS(=O)(=O)[O-].C(CCC)OC2=CC=C(C1=CC=CC=C21)[S+]2CCCC2 1-(4-n-butoxynaphthalene-1-yl)tetrahydrothiophenium camphorsulfonate